C(CCC)C(CO)(CCCO)CC 2-butyl-2-ethyl-1,5-pentanediol